((7-methoxy-2-methyl-1,2,3,4-tetrahydroisoquinolin-6-yl)amino)-5-((2-(tetrahydro-2H-pyran-2-yl)phenyl)amino)-1,2,4-triazine-6-carboxamide COC1=C(C=C2CCN(CC2=C1)C)NC=1N=NC(=C(N1)NC1=C(C=CC=C1)C1OCCCC1)C(=O)N